1-[(4-methoxyphenyl)methyl]pyrrole-2,5-dione COC1=CC=C(C=C1)CN1C(C=CC1=O)=O